4-guanidinobenzamide hydrochloride Cl.N(C(=N)N)C1=CC=C(C(=O)N)C=C1